N[C@H](C(=O)N1C=C(C2=CC=CC=C12)CCN(C)C)C(C)C (S)-2-amino-1-(3-(2-(dimethylamino)ethyl)-1H-indol-1-yl)-3-methylbutan-1-one